4-fluoro-1-[4-oxo-4-(pyrrolidin-1-yl)butanoyl]-N-{phenyl[4-(propan-2-yl)phenyl]methyl}pyrrolidine-2-carboxamide FC1CC(N(C1)C(CCC(N1CCCC1)=O)=O)C(=O)NC(C1=CC=C(C=C1)C(C)C)C1=CC=CC=C1